2-(2-chlorophenyl)-5,7-dihydroxy-8-[(3S,4R)-3-hydroxy-1-methylpiperidin-4-yl]-4H-chromen-4-one ClC1=C(C=CC=C1)C=1OC2=C(C(=CC(=C2C(C1)=O)O)O)[C@@H]1[C@@H](CN(CC1)C)O